C(=O)=[Ru]=C=O biscarbonylruthenium